decyl ((((2R,3S,5R)-5-(6-amino-2-fluoro-9H-purin-9-yl)-2-ethynyl-3-hydroxytetrahydrofuran-2-yl)methoxy)(2-(decyloxy)-2-oxoethoxy)phosphoryl)-L-phenylalaninate NC1=C2N=CN(C2=NC(=N1)F)[C@H]1C[C@@H]([C@@](O1)(C#C)COP(=O)(OCC(=O)OCCCCCCCCCC)N[C@@H](CC1=CC=CC=C1)C(=O)OCCCCCCCCCC)O